ClC=1C=CC(=C(C1)C(C1=CC=CC=C1)(C1=CC=CC=C1)O)C1=CC2=CC=CC=C2C=C1 (5-chloro-2-(naphthalen-2-yl)phenyl)benzhydrol